ClC1=C(C=NC(=C1)NS(NC)(=O)=O)/C=C/C(=O)N(CC1=CC2=C(O1)C=CC=C2)C (E)-3-(4-chloro-6-((N-methylsulfamoyl)amino)pyridin-3-yl)-N-methyl-N-((3-benzofuran-2-yl)methyl)acrylamide